FC=1C(=C(C=CC1F)[C@H]1[C@@H](O[C@]([C@H]1C)(C(F)(F)F)C)C(=O)NC1=CC(=NC=C1)CO)OC (2r,3s,4s,5r)-3-(3,4-difluoro-2-methoxyphenyl)-N-(2-(hydroxymethyl)pyridin-4-yl)-4,5-dimethyl-5-(trifluoromethyl)tetrahydrofuran-2-carboxamide